(-)-2-chloropropionic acid methyl ester COC(C(C)Cl)=O